(4-ethylcyclohexyl)-2-fluoro-bromobenzene C(C)C1CCC(CC1)C=1C(=C(C=CC1)Br)F